(1R,5S)-8-(Bis(4-fluorophenyl)methyl)-3,8-diazabicyclo[3.2.1]octane Hydrochloride Cl.FC1=CC=C(C=C1)C(N1[C@H]2CNC[C@@H]1CC2)C2=CC=C(C=C2)F